ClC1=CC=C(CNC(NC2CC3(CC(C3)C(=O)N(C)OC)C2)=O)C=C1 6-(3-(4-chlorobenzyl)ureido)-N-methoxy-N-methylspiro[3.3]heptane-2-carboxamide